BrC1=NN(C(=C1)C(=O)OC)CC1=C(C=CC=C1C)C methyl 3-bromo-1-(2,6-dimethylbenzyl)-1H-pyrazole-5-carboxylate